BrC=1C=C(C=CC1)C1(CC1)C(CN)NC 1-[1-(3-bromophenyl)cyclopropyl]-N1-methyl-1,2-ethanediamine